C(C)OC(CC(=O)C)=O.CC([O-])C.CC([O-])C.[Al+2] Aluminum di-isopropoxide ethyl-acetoacetate